1,3-bis(4-cyanophenyl)urea C(#N)C1=CC=C(C=C1)NC(=O)NC1=CC=C(C=C1)C#N